Benzyl (4-bromophenethyl)carbamate BrC1=CC=C(CCNC(OCC2=CC=CC=C2)=O)C=C1